((R)-4-(azetidin-1-yl)-2,5-dimethyl-5,7-dihydro-6H-pyrrolo[3,4-d]pyrimidin-6-yl)((S)-1-(2-methyl-6-(trifluoromethyl)pyridin-4-yl)pyrrolidin-3-yl)methanone N1(CCC1)C=1C2=C(N=C(N1)C)CN([C@@H]2C)C(=O)[C@@H]2CN(CC2)C2=CC(=NC(=C2)C(F)(F)F)C